FC=1C(=CC(N(C1)C)=O)N1C(NC2(CC2)C1=O)=O 6-(5-fluoro-1-methyl-2-oxo-1,2-dihydropyridin-4-yl)-4,6-diazaspiro[2.4]heptane-5,7-dione